(2S,4R)-N-((R)-1-(2-chloro-4-ethynylphenyl)ethyl)-4-hydroxypyrrolidine-2-carboxamide ClC1=C(C=CC(=C1)C#C)[C@@H](C)NC(=O)[C@H]1NC[C@@H](C1)O